8-anilino-1-naphthalenesulphonic acid N(C1=CC=CC=C1)C=1C=CC=C2C=CC=C(C12)S(=O)(=O)O